C(C)OP(=O)(OCC)C(C(=O)OC(C)(C)C)CC1=NC(=NO1)[C@@H](C)CCCCCC tert-butyl 2-(diethoxyphosphoryl)-3-(3-((S)-octan-2-yl)-1,2,4-oxadiazol-5-yl)propanoate